tert-butyl (2-(3-(imino(1-isopropyl-2,3-dihydro-1H-pyrrolo[3,2-c]pyridin-6-yl)methyl)thioureido)-5-(trifluoromethyl)pyridin-3-yl)(methyl)carbamate N=C(NC(NC1=NC=C(C=C1N(C(OC(C)(C)C)=O)C)C(F)(F)F)=S)C1=CC2=C(C=N1)CCN2C(C)C